N[C@H]1C[C@@H](CC1)NC(=O)C=1N=C(SC1)C=1C=NN(C1)C1=CC=CC=C1 N-[(1R,3R)-3-aminocyclopentyl]-2-(1-phenyl-1H-pyrazol-4-yl)-1,3-thiazole-4-carboxamide